(S)-3-(3-(benzyloxy)phenyl)-2-((R)-1-(tert-butoxycarbonyl)pyrrolidin-3-yl)propionic acid C(C1=CC=CC=C1)OC=1C=C(C=CC1)C[C@H](C(=O)O)[C@@H]1CN(CC1)C(=O)OC(C)(C)C